[C].C(C1=CC=CC=C1)N benzylamine carbon